ClC=1C(NN=CC1N1C[C@@H](CC1)OC=1N=NC=C(C1)C=1C(=NN(C1C)C)C)=O (R)-4-chloro-5-(3-((5-(1,3,5-trimethyl-1H-pyrazol-4-yl)pyridazin-3-yl)oxy)pyrrolidin-1-yl)pyridazin-3(2H)-one